dineopentyl 2,3-di(tetradecyl)succinate C(CCCCCCCCCCCCC)C(C(=O)OCC(C)(C)C)C(C(=O)OCC(C)(C)C)CCCCCCCCCCCCCC